N-(2-(2-cyano-4,4-difluoropyrrolidin-1-yl)-2-oxoethyl)-3-(2-(1-methyl-1H-pyrrol-3-yl)prop-1-en-1-yl)isonicotinamide C(#N)C1N(CC(C1)(F)F)C(CNC(C1=C(C=NC=C1)C=C(C)C1=CN(C=C1)C)=O)=O